CN(C(OC1=CC2=C(CN(C(O2)=O)CC2=CC(=CC=C2)NS(NC)(=O)=O)C=C1)=O)C 3-({3-[(methylsulfamoyl)amino]phenyl}methyl)-2-oxo-3,4-dihydro-2H-1,3-benzoxazin-7-yl N,N-dimethylcarbamate